6-chloro-5-(4-((3-ethyl-2,4-dioxo-1,2,3,4-tetrahydroquinazolin-7-yl)methyl)piperazin-1-yl)-N,3-dimethylpicolinamide ClC1=C(C=C(C(=N1)C(=O)NC)C)N1CCN(CC1)CC1=CC=C2C(N(C(NC2=C1)=O)CC)=O